O1N=CC2=C1C=CC(=C2)NC2=NC=CC(=N2)OC2=C(C=C(C=C2C)/C=C/C#N)C (E)-3-(4-((2-(benzo[d]isoxazol-5-ylamino)pyrimidin-4-yl)oxy)-3,5-dimethylphenyl)acrylonitrile